SC=CC(=O)O.SC=CC(=O)O.SC=CC(=O)O.OC(CC)(O)O trihydroxypropane tri(3-mercaptoacrylate)